O1C(=CC=C1)CC=O 2-furylacetaldehyde